1,5-divinylnaphthalene C(=C)C1=CC=CC2=C(C=CC=C12)C=C